8-chloro-dibenzofuran ClC=1C=CC2=C(C3=C(O2)C=CC=C3)C1